P(=O)(O)(O)OC(CO)CO glycerol 2-phosphate